C(C)(C)(C)[Si](OCC(C(=O)O)(C)C)(C1=CC=CC=C1)C1=CC=CC=C1 3-[tert-butyl-(diphenyl)silyl]oxy-2,2-dimethyl-propionic acid